2-(2-(2-oxoimidazolin-1-yl)ethoxy)-1-naphthaldehyde O=C1N(CCN1)CCOC1=C(C2=CC=CC=C2C=C1)C=O